CC1=NNC2=C3C(=C(C=C12)O)C=CC=C3 3-methyl-1H-benzo[g]indazol-5-ol